CC(C[C@H]1[C@@H](C[C@H]2N(CCC3=CC(=C(C=C23)OC)OC2COC2)C1)O)(C)C (2R,3R,11bR)-3-(2,2-dimethylpropyl)-10-methoxy-9-(oxetan-3-yloxy)-1H,2H,3H,4H,6H,7H,11bH-pyrido[2,1-a]isoquinolin-2-ol